2-[(6R)-6-(4-mesylbenzyl)-2-azaspiro[3.4]octane-2-carbonyl]-8-oxa-2,5-diazaspiro[3.5]nonan-6-one S(=O)(=O)(C)C1=CC=C(C[C@@H]2CC3(CN(C3)C(=O)N3CC4(C3)NC(COC4)=O)CC2)C=C1